OC(CN1C=NC2=C(C1=O)C=C(N=C2C=2C=NN(C2)C)C2=NC=C(C=C2)C(F)(F)F)(C)C 3-(2-hydroxy-2-methylpropyl)-8-(1-methyl-1H-pyrazol-4-yl)-6-(5-(trifluoromethyl)pyridin-2-yl)pyrido[3,4-d]pyrimidin-4(3H)-one